cystine di-sulphur [S].[S].C([C@@H](C(=O)O)N)SSC[C@@H](C(=O)O)N